C1C(=C)O1 allen oxide